O[N-]C(CCCCCCCNC1=C(C=C(C=C1)S(=O)(=O)N)[N+](=O)[O-])=O N-hydroxy-8-(2-nitro-4-aminosulfonylphenylamino)octanoyl-amide